(2,4-difluorophenyl)carbamoyl chloride FC1=C(C=CC(=C1)F)NC(=O)Cl